6-ethyl-2-(5-fluoropyridin-2-yl)-6-methyl-3-(1H-pyrazolo[3,4-b]pyridin-4-yl)-6,7-dihydro-4H-pyrazolo[5,1-c][1,4]oxazine C(C)C1(CN2C(CO1)=C(C(=N2)C2=NC=C(C=C2)F)C2=C1C(=NC=C2)NN=C1)C